methyl 4-{[6-(5-chloro-2-fluorophenyl)-2H,3H,4H-pyrido[3,2-b][1,4]oxazin-8-yl]amino}pyridine-3-carboxylate ClC=1C=CC(=C(C1)C=1C=C(C=2OCCNC2N1)NC1=C(C=NC=C1)C(=O)OC)F